N-((1s,3s)-3-((5-([1,2,4]triazolo[1,5-a]pyridin-6-yl)-4-methoxy-7H-pyrrolo[2,3-d]pyrimidin-2-yl)amino)-1-methylcyclobutyl)acetamide N=1C=NN2C1C=CC(=C2)C2=CNC=1N=C(N=C(C12)OC)NC1CC(C1)(C)NC(C)=O